N-benzyl-3-(4-methoxyphenyl)isothiazol-5-amine C(C1=CC=CC=C1)NC1=CC(=NS1)C1=CC=C(C=C1)OC